C1(CCC1)C[C@@H](C#C)NC([C@H](CC1CCCCC1)NC(=O)C=1NC2=CC=CC=C2C1)=O N-((S)-1-(((S)-1-cyclobutylbut-3-yn-2-yl)amino)-3-cyclohexyl-1-oxopropan-2-yl)-1H-indole-2-carboxamide